C1(=CC=CC=C1)OP([O-])OP([O-])[O-] phenyl-diphosphite